C1(CC1)[C@@H](C)NC1=NC(=NC(=N1)NC1(CC1)C1=CC=CC=C1)C1=NC(=CC=C1)C(F)(F)F (R)-N2-(1-cyclopropylethyl)-N4-(1-phenylcyclopropyl)-6-(6-(trifluoromethyl)pyridin-2-yl)-1,3,5-triazine-2,4-diamine